2-(4-(pyridin-4-ylmethyl)-1H-imidazol-2-yl)acetonitrile N1=CC=C(C=C1)CC=1N=C(NC1)CC#N